O=C1N(C(CC1)=O)C1=CC=C(C(=O)NC2=NC3=C(N2)C(=CC=C3C3=CC=CC=C3)OC)C=C1 4-(2,5-dioxopyrrolidin-1-yl)-N-(7-methoxy-4-phenyl-1H-1,3-benzodiazol-2-yl)benzamide